3-((S)-2-(4-methoxy-1H-indole-2-carboxamido)-4-methylpentanamido)-2-oxo-4-(2-oxo-1-azaspiro[4.5]decan-3-yl)butyl 2-oxo-2-phenylacetate O=C(C(=O)OCC(C(CC1C(NC2(C1)CCCCC2)=O)NC([C@H](CC(C)C)NC(=O)C=2NC1=CC=CC(=C1C2)OC)=O)=O)C2=CC=CC=C2